CS(=O)(=O)CCN1N=CC2=C(C=CC=C12)C1=NN(C2=NC(=NC(=C21)N)N)COCC[Si](C)(C)C [1-(2-methylsulfonylethyl)indazol-4-yl]-1-(2-trimethylsilylethoxymethyl)pyrazolo[3,4-d]pyrimidine-4,6-diamine